CC1(CCC[C@@]2([C@H](C(CC[C@@H]12)=C)CCC(C=C)=C)C)C (4aS,8S,8aS)-4,4,8a-trimethyl-7-methylene-8-(3-methylenepent-4-enyl)-2,3,4a,5,6,8-hexahydro-1H-naphthalene